NC1=C(C(=NN1CC1=CC=C(C=C1)OC)C1=CN=NC=C1C)C(=O)N 5-Amino-1-(4-methoxybenzyl)-3-(5-methylpyridazin-4-yl)-1H-pyrazole-4-carboxamide